N-[(16aS,17R)-18,18,21-trifluoro-7-methyl-1-oxo-1,2,16a,17,18,19-hexahydro-9H,16H-4,8-(azeno)-11,15-(metheno)pyrrolo[1,2-d][1,12,4]dioxazacyclooctadecin-17-yl]methanesulfonamide FC1([C@@H]([C@H]2N(C(COC=3C=CC(=C(COC=4C=CC=C(C2)C4F)N3)C)=O)C1)NS(=O)(=O)C)F